4-((4-fluorophenyl)(hydroxy)(2-methoxyphenyl)methyl)phenol FC1=CC=C(C=C1)C(C1=CC=C(C=C1)O)(C1=C(C=CC=C1)OC)O